[1,1'-biphenyl]-4-ylcyclopropyl ketone C1(=CC=C(C=C1)C(=O)C1CC1)C1=CC=CC=C1